[Si].[Ag].[Zn].[Cu] copper-zinc-silver-silicon